4-(3-amino-2-ethyl-6-fluoropyrazolo[1,5-a]naphthyridin-5-yl)piperazine-1-carboxylic acid NC=1C(=NN2C1C=C(C1=C(C=CN=C21)F)N2CCN(CC2)C(=O)O)CC